ethyl 2-({6-[(1,3-benzothiazol-2-yl)amino]-5-methylpyridazin-3-yl}(methyl)amino)-5-(1-{[1-(3-methoxypropyl)cyclooctyl]methyl}-5-methyl-1H-pyrazol-4-yl)-1,3-thiazole-4-carboxylate S1C(=NC2=C1C=CC=C2)NC2=C(C=C(N=N2)N(C=2SC(=C(N2)C(=O)OCC)C=2C=NN(C2C)CC2(CCCCCCC2)CCCOC)C)C